3-tert-Butyl-[1,2,4]oxadiazole-5-carboxylic acid {6-[2-(1-isopropyl-3-methyl-1H-pyrazol-4-yl)-3H-imidazo[4,5-b]pyridin-7-yl]-1,2,3,4-tetrahydro-naphthalen-1-yl}-amide C(C)(C)N1N=C(C(=C1)C1=NC=2C(=NC=CC2C=2C=C3CCCC(C3=CC2)NC(=O)C2=NC(=NO2)C(C)(C)C)N1)C